N-dodecanoyl(lauroyl)alanylalanine C(CCCCCCCCCCC)(=O)N([C@@H](C)C(=O)N[C@@H](C)C(=O)O)C(CCCCCCCCCCC)=O